C(C)(C)C1=C(C=CC=C1)[Mg]Br (2-isopropylphenyl)magnesium bromide